C(CCCCCC\C=C\C=C\C)O E,E-8,10-Dodecadien-1-yl alcohol